[B][B][B][B][B] Pentaboran